ClC1=CC=C(C=C1)N1CC(C1)C(=O)O 1-(4-chlorophenyl)azetidine-3-carboxylic acid